6-(2-(4-(9-benzyl-6-(1-methyl-cyclopropoxy)-9H-purin-8-yl)-3-chlorophenoxy)ethyl)-2-thia-6-azaspiro[3.3]heptane C(C1=CC=CC=C1)N1C2=NC=NC(=C2N=C1C1=C(C=C(OCCN2CC3(CSC3)C2)C=C1)Cl)OC1(CC1)C